FC=1C=C(C=CC1F)N1N=CC(=C(C1=O)OCCC(C)(C)O)C1=CC=C(C=C1)S(=O)(=O)C 2-(3,4-difluoro-phenyl)-4-(3-hydroxy-3-methyl-butoxy)-5-(4-methanesulfonyl-phenyl)-2H-pyridazin-3-one